N(N)C1=CC=2CCC3=CC=CC=C3C2C=C1 2-hydrazino-9,10-dihydrophenanthrene